(+)-1-hydroxy-3-propylamine hydrochloride Cl.OCCCN